tert-butyl N-[1-(5-bromo-1,3,4-thiadiazol-2-yl)piperidin-4-yl]carbamate BrC1=NN=C(S1)N1CCC(CC1)NC(OC(C)(C)C)=O